1-(2-(((6-chloro-2-(methoxymethyl)pyrimidin-4-yl)oxy)methyl)-6-cyclopropylimidazo[1,2-a]pyridin-8-yl)-3-methylimidazolidine-2,4-dione ClC1=CC(=NC(=N1)COC)OCC=1N=C2N(C=C(C=C2N2C(N(C(C2)=O)C)=O)C2CC2)C1